BrC=1C=C2C(=NC1Cl)N(C=C2)COCC[Si](C)(C)C 5-bromo-6-chloro-1-((2-(trimethylsilyl)ethoxy)methyl)-1H-pyrrolo[2,3-b]pyridine